C(#N)C1=CC=C(C=C1)C=CC(=O)C1=CC=C(C=C1)S(=O)(=O)NCCCC(=O)O 4-[[4-[3-(4-Cyanophenyl)prop-2-enoyl]phenyl]sulfonylamino]butanoic acid